OC1=CC=C2C=CC=C(C2=C1)C1=C(C2=CC=CC=C2C(=C1)NS(=O)(=O)C1=CC=C(C=C1)OC)O N-(7,1'-dihydroxy-[1,2']binaphthyl-4'-yl)-4-methoxy-benzenesulfonamide